3-(5-(4-ethoxyisoquinolin-3-yl)-1-oxoisoindolin-2-yl)piperidine-2,6-dione C(C)OC1=C(N=CC2=CC=CC=C12)C=1C=C2CN(C(C2=CC1)=O)C1C(NC(CC1)=O)=O